(R)-3-((3-(4-Amino-8-ethylpyrido[3,2-d]pyrimidin-6-yl-2-d)phenyl)ethynyl)-3-hydroxy-1-methylpyrrolidin-2-on NC=1C2=C(N=C(N1)[2H])C(=CC(=N2)C=2C=C(C=CC2)C#C[C@]2(C(N(CC2)C)=O)O)CC